The molecule is a 1-acyl-2-linoleoyl-sn-glycerol 3-phosphate(2-) obtained by deprotonation of the phosphate OH groups of 1-stearoyl-2-linoleoyl-sn-glycero-3-phosphate; major species at pH 7.3. It is a conjugate base of a 1-stearoyl-2-linoleoyl-sn-glycero-3-phosphate. CCCCCCCCCCCCCCCCCC(=O)OC[C@H](COP(=O)([O-])[O-])OC(=O)CCCCCCC/C=C\\C/C=C\\CCCCC